6-[4-(3-oxo-2,3-dihydro-[1,2,4]-oxadiazol-5-yl)-phenyl]-pyrimidin O=C1NOC(=N1)C1=CC=C(C=C1)C1=CC=NC=N1